NC1=CC(=C(C=C1F)N1[C@@H](CN(CC1)C(=O)OC(C)(C)C)CO)F tert-butyl (S)-4-(4-amino-2,5-difluorophenyl)-3-(hydroxymethyl)piperazine-1-carboxylate